Ethyl 2-[3-[(3-methoxycarbonyl-5-methyl-benzoyl)amino]propanoylamino]-4-methyl-thiazole-5-carboxylate COC(=O)C=1C=C(C(=O)NCCC(=O)NC=2SC(=C(N2)C)C(=O)OCC)C=C(C1)C